ClC=1C(NN=CC1N1C[C@@H]([C@H](C1)F)OC1=CC(=NC=C1)C=1C(=NOC1C)C)=O 4-chloro-5-((3S,4S)-3-((2-(3,5-dimethylisoxazol-4-yl)pyridin-4-yl)oxy)-4-fluoropyrrolidin-1-yl)pyridazin-3(2H)-one